FC=1C=C(C=C(C1)[N+](=O)[O-])S(=O)(=O)NCCOCCOCCN(C(OC(C)(C)C)=O)C tert-butyl N-[2-[2-[2-[(3-fluoro-5-nitro-phenyl)sulfonylamino]ethoxy]ethoxy]ethyl]-N-methyl-carbamate